6-(cyclopropanecarboxamido)-N-methyl-4-((6-methyl-5,6-dihydrobenzo[h][1,6]naphthyridin-7-yl)amino)nicotinamide C1(CC1)C(=O)NC1=NC=C(C(=O)NC)C(=C1)NC1=CC=CC2=C1N(CC=1C=CC=NC21)C